BrC1=C(C2=C(N=C(S2)NC(C)=O)C=C1)F N-(6-bromo-7-fluorobenzo[d]thiazol-2-yl)acetamide